1-cyclopropyl-N-(3-(2-methyl-1-(4-methyl-4H-1,2,4-triazol-3-yl)propan-2-yl)phenyl)-2-oxo-5-(piperidin-1-ylmethyl)-1,2-dihydropyridine-3-carboxamide C1(CC1)N1C(C(=CC(=C1)CN1CCCCC1)C(=O)NC1=CC(=CC=C1)C(CC1=NN=CN1C)(C)C)=O